BrC1=CC=C(C=C1)S(=O)(=O)N1CCC(CC1)NC1=CC(=CC=C1)S(F)(F)(F)(F)F 1-(4-bromobenzenesulfonyl)-N-[3-(pentafluoro-λ6-sulfanyl)phenyl]piperidin-4-amine